5,6-difluoro-2-((4-fluorobenzyl)thio)-4H-imidazole FC=1CN=C(N1)SCC1=CC=C(C=C1F)F